CCN(C(\C=C/C(=O)O)=O)CCCCCC Maleic acid N-2-ethylhexyl-amide